ClC1=CC=C(CN(CC)CC)C=C1 p-chloro-N,N-diethyl-benzylamine